[3,4-dipyridazin-1-yl]-5-(trifluoromethyl)phenol N1(NC=CC=C1)C=1C=C(C=C(C1N1NC=CC=C1)C(F)(F)F)O